CN1N=CC(=C1C)S(=O)(=O)N1C[C@H]([C@@H](CC1)C=1C(=CC=2N(C1)N=CN2)C)OC |r| (rac)-6-(trans-1-((1,5-dimethyl-1H-pyrazol-4-yl)sulfonyl)-3-methoxypiperidin-4-yl)-7-methyl-[1,2,4]triazolo[1,5-a]pyridine